(1R,3S)-3-(3-{[(5-methyl-1,3-oxazol-2-yl)acetyl]amino}-1H-pyrazol-5-yl)cyclopentyl methyl(propan-2-yl)carbamate CN(C(O[C@H]1C[C@H](CC1)C1=CC(=NN1)NC(CC=1OC(=CN1)C)=O)=O)C(C)C